C(#N)CC1CC(C1)S(=O)(=O)N[C@@H]1C[C@@H](C1)N(C=1C2=C(N=CN1)NC=C2)C 3-(cyanomethyl)-N-{cis-3-[methyl-(7H-pyrrolo[2,3-d]pyrimidin-4-yl)amino]-cyclobutyl}cyclobutane-sulfonamide